CC(C(=O)C1CCN(CC1)C(=O)OC(C)(C)C)C tert-butyl 4-(2-methylpropionyl)piperidine-1-carboxylate